O1CCC(CC1)NC(CC)=O N-(tetrahydro-2H-pyran-4-yl)propanamide